pentafluoro-isopropyl-4-isopropyl-pyridone FCC(C(F)(F)F)(C=1C(NC=CC1C(C)C)=O)F